FC(CNCC(F)(F)F)(F)F 2,2,2-trifluoro-N-(2,2,2-trifluoroethyl)ethanamine